methyl (2R)-3-(6-(7-((2-hydroxyethyl)sulfonyl)-2,6,6-trimethyl-1-(2-methylhydrazineyl)-1-oxoheptan-2-yl) pyridin-2-yl)-2-methylpropanoate OCCS(=O)(=O)CC(CCCC(C(=O)NNC)(C)C1=CC=CC(=N1)C[C@H](C(=O)OC)C)(C)C